FC1CC(C1)C(=O)[O-] 3-fluorocyclobutane-1-carboxylate